N-((3-((3-bromo-5-(((ethyl(methyl)amino)methylene)amino)-6-methylpyridin-2-yl)oxy)phenyl)(ethyl)(oxo)-λ6-sulfaneylidene)cyclobutanecarboxamide BrC=1C(=NC(=C(C1)N=CN(C)CC)C)OC=1C=C(C=CC1)S(=NC(=O)C1CCC1)(=O)CC